NC=1C(=NC(=CN1)C1=CC(=C(C=C1)C1CCOCC1)CN(C)C)C=1C=C2C(=CNC(C2=CC1F)=O)C 6-(3-amino-6-(3-((dimethylamino)methyl)-4-(tetrahydro-2H-pyran-4-yl)phenyl)pyrazin-2-yl)-7-fluoro-4-methylisoquinolin-1(2H)-one